(2,3-Dihydro-4H-benzo[b][1,4]oxazin-4-yl)(6-(1-methyl-1H-pyrazol-5-yl)-pyrazin-2-yl)methanone O1C2=C(N(CC1)C(=O)C1=NC(=CN=C1)C1=CC=NN1C)C=CC=C2